N4-(3-Methoxyphenyl)-N7-(4-methoxyphenyl)chinolin-4,7-diamin COC=1C=C(C=CC1)NC1=CC=NC2=CC(=CC=C12)NC1=CC=C(C=C1)OC